N(=NNC=O)NC=O azobisformamide